C1CC12CNC[C@@H]2N2C(=NC1=C2C=C(C=C1)C(=O)OC)CC1=C(C=C(C(=C1)F)C1=NC(=CC=C1)OCC1=C(C=C(C=C1)C#N)F)F methyl 3-[(7R)-5-azaspiro[2.4]heptan-7-yl]-2-[[4-[6-[(4-cyano-2-fluoro-phenyl)methoxy]-2-pyridyl]-2,5-difluoro-phenyl]methyl]benzimidazole-5-carboxylate